CCCCC(CCCCCC(CCCCCCCC)O)O nonadecane-5,11-diol